BrC1=CC=C(C(=C1C(=O)NC=1C=NC=[N+](C1)[O-])F)C(F)(F)F 5-(6-bromo-2-fluoro-3-(trifluoromethyl)benzoylamino)pyrimidine 1-oxide